IC1=CC(=NC=C1)NCCOC 4-Iodo-N-(2-methoxyethyl)pyridin-2-amine